tert-Butyl 4-[4-(ethoxycarbonyl)phenyl]piperidine-1-carboxylate C(C)OC(=O)C1=CC=C(C=C1)C1CCN(CC1)C(=O)OC(C)(C)C